C1(CC1)NC(C1=C(C=C(C(=C1)C=1C=NC(=C(C1)C1=NN(N=C1)C)N[C@H](CO)C)C)F)=O (S)-N-cyclopropyl-2-fluoro-5-(6-((1-hydroxypropan-2-yl)amino)-5-(2-methyl-2H-1,2,3-triazol-4-yl)pyridin-3-yl)-4-methylbenzamide